3-(3-indolyl)-2-oxopropionic acid N1C=C(C2=CC=CC=C12)CC(C(=O)O)=O